3,4,5-tri(dodecyloxy)benzoyl chloride C(CCCCCCCCCCC)OC=1C=C(C(=O)Cl)C=C(C1OCCCCCCCCCCCC)OCCCCCCCCCCCC